COC=1C=C(\C=C\2/CC(C\C(\C2=O)=C/C2=CC(=C(C=C2)OC)OC)NC(COCCOCCOC)=O)C=CC1OC N-(3,5-Bis((E)-3,4-dimethoxybenzylidene)-4-oxocyclohexyl)-2-(2-(2-methoxyethoxy)ethoxy)acetamide